(R)-2-(1-hydroxyethyl)pyridine O[C@H](C)C1=NC=CC=C1